methyl 5-hydroxy-6-oxo-2-(m-tolyl)-3,6-dihydropyrimidine-4-carboxylate OC1=C(NC(=NC1=O)C=1C=C(C=CC1)C)C(=O)OC